CN(CCC1CCC2=C(CC1)C(C(=C(C2=O)C)C)=O)C 7-(2-(dimethylamino)ethyl)-2,3-dimethyl-6,7,8,9-tetrahydro-1H-benzo[7]annulene-1,4(5H)-dione